N-(3-{4-[5-(difluoromethoxy)pyridin-2-yl]-6-oxo-1,6-dihydropyrimidin-2-yl}-4-(trifluoromethyl)benzyl)isobutyramide FC(OC=1C=CC(=NC1)C=1N=C(NC(C1)=O)C=1C=C(CNC(C(C)C)=O)C=CC1C(F)(F)F)F